1,2-dielaidoylglycero-3-phospho-glycerol C(CCCCCCC\C=C\CCCCCCCC)(=O)OCC(OC(CCCCCCC\C=C\CCCCCCCC)=O)COP(=O)(O)OCC(O)CO